FC=1C=NC(=NC1)C=1C=C(C[C@@]2(C[C@H]([C@@H](C2)NS(=O)(=O)C)C)C(=O)N(C)OC)C=CC1 |o1:11,13,14| (1R*,3R*,4R*)-1-(3-(5-fluoropyrimidin-2-yl)benzyl)-N-methoxy-N,3-dimethyl-4-(methylsulfonamido)cyclopentane-1-carboxamide